3-aminobiphenyl-boric acid B(O)(O)O.NC=1C=C(C=CC1)C1=CC=CC=C1